Thiocarbamat C(N)([O-])=S